CN1N(C(C2=C(C=CC=C12)NS(=O)(=O)C=1C=NC(=CC1)N1N=CC(=C1)C(F)(F)F)=O)C N-(1,2-DIMETHYL-3-OXO-2,3-DIHYDRO-1H-INDAZOL-4-YL)-6-(4-(TRIFLUOROMETHYL)-1H-PYRAZOL-1-YL)PYRIDINE-3-SULFONAMIDE